3-((4-(4-(((1R,5S,6r)-3-azabicyclo[3.1.0]hexan-6-yl)methyl)piperazin-1-yl)phenyl)amino)piperidine-2,6-dione [C@H]12CNC[C@@H]2C1CN1CCN(CC1)C1=CC=C(C=C1)NC1C(NC(CC1)=O)=O